COC1=NC=C(C(=N1)OC)C=1C=C(C=2N(N1)C=CN2)C2CC21CCC1 6-(2,4-dimethoxypyrimidin-5-yl)-8-(spiro[2.3]hexan-1-yl)imidazo[1,2-b]pyridazine